NC1=NC(=CC=C1SC(=O)N(C)C)C1=C(C=CC=C1)F N,N-Dimethylaminothiocarboxylic acid S-[[2-amino-6-(2-fluorophenyl)-3-pyridyl]] ester